C(OCCCCCCCCN(CCCCCO)CCCCCCCC(=O)N(CCCCCCCCCC)CCCCCCCCCC)(OCC(CCCCCCCC)CCCCCC)=O 8-((8-(didecylamino)-8-oxooctyl)(5-hydroxypentyl)amino)octyl (2-hexyldecyl) carbonate